trimethyl-(2,4,6-trifluoro-3-pyridyl)silaneAt CC1(C(N(C(=CC1F)F)C)(F)C)[Si](=O)[O-]